2-[1-[6-(2,4-dioxo-1H-pyrimidin-5-yl)imidazo[1,2-b]pyridazin-8-yl]-4,4-difluoro-pyrrolidin-3-yl]oxy-N,N-dimethyl-acetamide O=C1NC=C(C(N1)=O)C=1C=C(C=2N(N1)C=CN2)N2CC(C(C2)(F)F)OCC(=O)N(C)C